N-(4-(4,4-dimethylcyclohexyl)phenyl)tetrahydro-2H-pyran-4-amine CC1(CCC(CC1)C1=CC=C(C=C1)NC1CCOCC1)C